1-{4-[(3-cyanophenyl)sulfamoyl]phenyl}-3-(pyridin-3-ylmethyl)urea C(#N)C=1C=C(C=CC1)NS(=O)(=O)C1=CC=C(C=C1)NC(=O)NCC=1C=NC=CC1